O=S1(C2=C(NC(C3=C1C=CC=C3)=O)C=C(C=C2)C(=O)NCC2=CN=C(S2)C2=CC=C(OCCCN3[C@@H](COCC3)C(=O)OC)C=C2)=O methyl (S)-4-(3-(4-(5-((5,5-dioxido-11-oxo-10,11-dihydrodibenzo[b,f][1,4]thiazepine-8-carboxamido)methyl)thiazol-2-yl)phenoxy)propyl)morpholine-3-carboxylate